(ethylhexyloxy)titanium C(C)C(CCCCC)O[Ti]